O-phenyl-N-(undec-10-enoyl)-L-homoserine C1(=CC=CC=C1)OCC[C@H](NC(CCCCCCCCC=C)=O)C(=O)O